OC[C@H]1CC[C@@H](CO1)C(C)S(=O)(=O)N ((3S,6R)-6-(hydroxymethyl)tetrahydro-2H-pyran-3-yl)ethanesulfonamide